N\C(\C(=O)OCC)=N/OC(C(C)(C)C)=O ethyl (Z)-2-amino-2-((pivaloyloxy)imino)acetate